4,N4',N4'-triphenylbiphenyl-4,4'-diamine C1(=CC=CC=C1)C1(CC=C(C=C1)C1=CC=C(C=C1)N(C1=CC=CC=C1)C1=CC=CC=C1)N